hept-1,6-diyn-4-one Dipropargyl-carbonate C(C#C)OC(OCC#C)=O.C#CCC(CC#C)=O